(rac)-(2r,4s)-2-(6-(4-(Trifluoromethyl)phenyl)-3-azabicyclo[4.1.0]heptane-3-carbonyl)-5-azaspiro[3.4]octan-6-one FC(C1=CC=C(C=C1)C12CCN(CC2C1)C(=O)C1CC2(C1)NC(CC2)=O)(F)F